N-pentylammonium bromide [Br-].C(CCCC)[NH3+]